O1BC=CC=C1 Oxaborine